ClC=1C(=CC2=C(C[C@](O2)(C2=CC=CC=C2)CN[C@@H]2C[C@H](C2)F)C1C1=C(C(=O)N)C=CC(=C1F)OC(F)F)F 2-((2S,4S)-5-chloro-6-fluoro-2-(((trans-3-fluorocyclobutyl)amino)methyl)-2-phenyl-2,3-di-hydrobenzofuran-4-yl)-4-(difluoromethoxy)-3-fluorobenzamide